FC1=CC2=C(N=C(O2)I)C=C1C(=O)OC methyl 6-fluoro-2-iodobenzo[d]oxazole-5-carboxylate